2,6-diethyl-2-cyclohexenone C(C)C=1C(C(CCC1)CC)=O